C(C)(C)(C)OC(CCN1N=C(C=C1C(NC(CC)CC)=O)C=1C=C(C=CC1)C=1OC(=CN1)C(=O)N[C@@H](C(C)C)C(=O)OCC)=O ethyl (2-(3-(1-(3-(tert-butoxy)-3-oxopropyl)-5-(pentan-3-ylcarbamoyl)-1H-pyrazol-3-yl)phenyl)oxazole-5-carbonyl)-L-valinate